3-(1H-1,2,4-triazol-3-yl)pyridine N1N=C(N=C1)C=1C=NC=CC1